C(C1=CC=CC=C1)OC=1C=C(C=CC1)CS(=O)(=O)[O-] [3-(benzyloxy)phenyl]methanesulfonate